COC1=NC=NC=C1C(=O)NCC=1OC2=C(C1)C=C(C=C2C(=O)OC)C Methyl 2-((4-methoxypyrimidine-5-carboxamido)methyl)-5-methylbenzofuran-7-carboxylate